N'-((5-(2-methoxypyridin-4-yl)-2,3-dihydro-1H-inden-4-yl)carbamoyl)-2-methyl-2,3-dihydropyrazolo[5,1-b]oxazole-7-sulfonimidamide COC1=NC=CC(=C1)C=1C(=C2CCCC2=CC1)NC(=O)N=S(=O)(N)C=1C=NN2C1OC(C2)C